FC=1C=C(C=C(C1)C=1OC=NN1)NC1=NC(=NC(=C1)C=1C=NC=CC1)[C@@H]1CC[C@@H](N(C1)C(C)=O)C 1-((2S,5R)-5-(4-((3-fluoro-5-(1,3,4-oxadiazol-2-yl)phenyl)amino)-6-(pyridin-3-yl)pyrimidin-2-yl)-2-methylpiperidin-1-yl)ethan-1-one